ClC=1N(C(=CC1C1=NC=CC(=N1)NC=1N=CC2=C(C=CC(=C2C1)C(C)C)N1[C@@H]([C@H](C1)CS(=O)(=O)C)C)[N+](=O)[O-])C N-(2-(2-chloro-1-methyl-5-nitro-1H-pyrrol-3-yl)pyrimidin-4-yl)-5-isopropyl-8-((2R,3S)-2-methyl-3-((methanesulfonyl)methyl)azetidin-1-yl)isoquinolin-3-amine